CS(=O)(=O)O[C@](C([2H])([2H])[2H])(C(N1C=CC2=CC(=CC=C12)OC)([2H])[2H])[2H] |r| (R/S)-[1,2,2,2-tetradeuterio-1-[dideuterio-(5-methoxyindol-1-yl)methyl]ethyl] methanesulfonate